C1(CCCCC1)OC(=O)COC(=O)C1C2C=CC(C1)C2 5-cyclohexyloxycarbonylmethyloxycarbonyl-bicyclo[2.2.1]hept-2-ene